C[SiH2]N 1-methylsilaneamine